N-(5-((6-((R)-3-(2,5-difluorophenyl)isoxazolidine-2-yl)pyrimidine-4-yl)amino)-2-((2-(dimethylamino)ethyl)(methyl)amino)-4-methoxyphenyl)acrylamide FC1=C(C=C(C=C1)F)[C@@H]1N(OCC1)C1=CC(=NC=N1)NC=1C(=CC(=C(C1)NC(C=C)=O)N(C)CCN(C)C)OC